(E)-N-(3-cyano-4-(cyclopropylamino)-7-ethoxy-2-ethylquinolin-6-yl)-4-(dimethylamino)but-2-enamide C(#N)C=1C(=NC2=CC(=C(C=C2C1NC1CC1)NC(\C=C\CN(C)C)=O)OCC)CC